4-(2-fluoro-3-{[(3R)-3-methyl-7-oxo-9-oxa-2,6-diazaspiro[4.5]decan-1-yl]methyl}-[1,1'-biphenyl]-2-yl)butanoic acid FC1(C(=CC=CC1CC1N[C@@H](CC12NC(COC2)=O)C)C2=CC=CC=C2)CCCC(=O)O